C(=O)O.FC1=C(C=CC(=C1)N1C[C@](CCC1)(N1CCCCC1)CCC1=CC(=CC=C1)C(F)(F)F)S(=O)(=O)NC1=NC=NC=C1 (S)-2-Fluoro-N-(pyrimidin-4-yl)-4-(3'-(3-(trifluoromethyl)phenethyl)-[1,3'-bipiperidin]-1'-yl)benzenesulfonamide formate